5-methyl-6-(8-methyl-3-morpholino-7,8-dihydro-1,6-naphthyridin-6(5H)-yl)pyridazine CC=1C=CN=NC1N1CC=2C=C(C=NC2C(C1)C)N1CCOCC1